OC1=C(C=C(C=C1)\C=C/C(=O)C1=CC=C(C=C1)NS(=O)(=O)C)OC N-[4-[(Z)-3-(4-Hydroxy-3-methoxyphenyl)prop-2-enoyl]phenyl]methanesulfonamide